N-(3,3-difluoro-cyclobutyl)-6-[((3R)-3-methyl-morpholin-4-yl)]-2-(methylsulfanyl)pyrimidin-4-amine FC1(CC(C1)NC1=NC(=NC(=C1)N1[C@@H](COCC1)C)SC)F